ClC1=C(C=CC=C1)CC(=O)NC1=CC(=C(C=C1)N1N=C(C=C1)F)S(N)(=O)=O 2-(2-chlorophenyl)-N-[4-(3-fluoro-1H-pyrazol-1-yl)-3-sulfamoylphenyl]acetamide